(2-cyanobenzyl)zinc(II) chloride [Cl-].C(#N)C1=C(C[Zn+])C=CC=C1